CC[C@@]12[C@H](CC[C@H]1[C@@H]1CC=C3C=CCC[C@@H]3[C@H]1C(C2)=C)O 18-methyl-11-methyleneestra-3,5-dien-17beta-ol